1-Cyclopropyl-6-fluoro-8-methoxy-7-(3-methylpiperazin-1-yl)-4-oxo-quinoline-3-carboxylic acid C1(CC1)N1C=C(C(C2=CC(=C(C(=C12)OC)N1CC(NCC1)C)F)=O)C(=O)O